tert-Butyl (2R*,3S*)-2-benzyl-3-methylpyrrolidine-1-carboxylate C(C1=CC=CC=C1)[C@H]1N(CC[C@@H]1C)C(=O)OC(C)(C)C |o1:7,11|